O=C1N(C=CC(=C1C(=O)N)OCC)C1=CC(=CC=C1)F 2-oxo-4-ethoxy-1-(3-fluorophenyl)-1,2-dihydropyridine-3-carboxamide